5-(2-{[(1R,3s,5S)-1,5-Dimethyl-8-azabicyclo[3.2.1]octan-3-yl](methyl)amino}[1,3]thiazolo[5,4-b]pyridin-5-yl)-2-methyl-2H-indazol-7-carbonitril C[C@]12CC(C[C@](CC1)(N2)C)N(C=2SC1=NC(=CC=C1N2)C2=CC1=CN(N=C1C(=C2)C#N)C)C